(3S)-3-[(2S)-2-aminobut-3-yn-1-yl]pyrrolidin-2-one N[C@@H](C[C@H]1C(NCC1)=O)C#C